1-(chloro(3,3-difluorocyclobutyl)methyl)-3,5-difluorobenzene ClC(C1=CC(=CC(=C1)F)F)C1CC(C1)(F)F